(2S,4R)-1-[(2S)-2-[4-[(4,4-difluoro-1-piperidyl)methyl]triazol-1-yl]-3,3-dimethyl-butanoyl]-4-hydroxy-N-methyl-pyrrolidine-2-carboxamide FC1(CCN(CC1)CC=1N=NN(C1)[C@H](C(=O)N1[C@@H](C[C@H](C1)O)C(=O)NC)C(C)(C)C)F